8-(3-fluoroazetidin-1-yl)imidazo[1,2-a]pyridine-2-carboxylic acid FC1CN(C1)C=1C=2N(C=CC1)C=C(N2)C(=O)O